NC1=CC=C(C=C1)NC(=O)NC1=CC(=CC(=C1)C1=NNC2=NC=C(C=C21)C2=CC(=CC=C2)S(=O)(=O)C)F 1-(4-aminophenyl)-3-(3-fluoro-5-(5-(3-(methylsulfonyl)phenyl)-1H-pyrazolo[3,4-b]pyridin-3-yl)phenyl)urea